4-{(3R,5aR,6R,7R,8aS)-6-[(1E,3R)-4-(3-chlorophenoxy)-3-hydroxy-1-buten-1-yl]-7-hydroxyoctahydro-2H-cyclopenta[b]oxepin-3-yl}butanoic acid ClC=1C=C(OC[C@@H](/C=C/[C@H]2[C@@H](C[C@@H]3OC[C@@H](CC[C@@H]32)CCCC(=O)O)O)O)C=CC1